NC1=NC(=C(C=2N1C(N(N2)CC=2C(=NN(C2)CC2=CC=CC=C2)C2=CC(=CC=C2)OC)=O)C2=CC(=NC(=C2)C)C)C2=CC=CC=C2 5-amino-2-[[1-benzyl-3-(3-methoxyphenyl)pyrazol-4-yl]methyl]-8-(2,6-dimethyl-4-pyridyl)-7-phenyl-[1,2,4]triazolo[4,3-c]pyrimidin-3-one